FC(C(=O)O)(F)F.NC1=NN2C(N=CC=C2)=C1C(=O)NC(C)C=1C=C(C=2N(C1C1=CC=CC=C1)C=NC2)C2CC2 2-Amino-N-[1-(8-cyclopropyl-5-phenylimidazo[1,5-a]pyridin-6-yl)ethyl]pyrazolo[1,5-a]pyrimidine-3-carboxamide trifluoroacetate salt